methyl 2-[1-(3,6-dimethyl-2-morpholino-4-oxo-quinazolin-8-yl)ethylamino]-6-fluoro-benzoate CN1C(=NC2=C(C=C(C=C2C1=O)C)C(C)NC1=C(C(=O)OC)C(=CC=C1)F)N1CCOCC1